3-(dimethylamino)propyl (±)-syn-9,10-dilinoleoxystearate C(CCCCCCC\C=C/C\C=C/CCCCC)OC(CCCCCCCC(=O)OCCCN(C)C)C(CCCCCCCC)OCCCCCCCC\C=C/C\C=C/CCCCC